2'-(4,5-Dimethyl-1H-imidazol-2-yl)-5-[(4-phenylpiperidin-1-yl)carbonyl]-3,4'-bipyridine trifluoroacetate salt FC(C(=O)O)(F)F.CC=1N=C(NC1C)C1=NC=CC(=C1)C=1C=NC=C(C1)C(=O)N1CCC(CC1)C1=CC=CC=C1